benzoic acid 2-octyl ester CC(CCCCCC)OC(C1=CC=CC=C1)=O